4-((1R,5S)-3,8-diazabicyclo[3.2.1]octan-3-yl)-7-(8-ethyl-3-hydroxynaphthalen-1-yl)-2-(((2R,7aS)-2-fluorotetrahydro-1H-pyrrolizin-7a(5H)-yl)methoxy)quinoline-3-carbonitrile [C@H]12CN(C[C@H](CC1)N2)C2=C(C(=NC1=CC(=CC=C21)C2=CC(=CC1=CC=CC(=C21)CC)O)OC[C@]21CCCN1C[C@@H](C2)F)C#N